7-isobutyl-1,2,3,3a,7,7a-hexahydro-6H-3,6-methanopyrrolo[3,2-c]pyridine-6-carboxamide C(C(C)C)C1C2C3C=NC1(CC3CN2)C(=O)N